6-[[4,5-bis(methoxycarbonyl)imidazol-1-yl]methyl]-2-(3,4-dichlorophenyl)-1-ethyl-4-oxo-pyridine-3-carboxylic acid COC(=O)C=1N=CN(C1C(=O)OC)CC1=CC(C(=C(N1CC)C1=CC(=C(C=C1)Cl)Cl)C(=O)O)=O